FC(CN1N=NC2=C1C=C(C=C2)C=2C=CN1N=C(N=C(C12)OC)N[C@@H]1[C@@H](CN(CC1)C(CN1CCCC1)=O)F)F 1-((3R,4S)-4-((5-(1-(2,2-difluoroethyl)-1H-benzo[d][1,2,3]triazol-6-yl)-4-methoxypyrrolo[2,1-f][1,2,4]triazin-2-yl)amino)-3-fluoropiperidin-1-yl)-2-(pyrrolidin-1-yl)ethan-1-one